4-acetoxy-α,α,β,β-tetradeutero-N,N-dimethyltryptamine C(C)(=O)OC=1C=CC=C2NC=C(C(C(N(C)C)([2H])[2H])([2H])[2H])C12